IC1=CC=C(C=C1)N1C(=CC=C1)C=O 1-(4-iodophenyl)-1H-pyrrole-2-formaldehyde